chloro-dimethyl-(3-methylsulfanylpropyl)silane Cl[Si](CCCSC)(C)C